C[C@@H]1CN(CCC1)CC1=CC2=C(C(NC=C2)=O)N1 2-(((s)-3-methylpiperidin-1-yl)methyl)-1,6-dihydro-7H-pyrrolo[2,3-c]pyridin-7-one